C[C@@H]1N[C@@H](CN(C1)C(=O)OC(C)(C)C)C(=O)OC cis-1-(tert-butyl) 3-methyl 5-methylpiperazine-1,3-dicarboxylate